C(\C=C/C(=O)O)(=O)O.NC1=NC(=NC(=N1)N)C1=C(C=CC(=C1)Cl)Cl 2,4-diamino-6-(2,5-dichlorophenyl)-1,3,5-triazine maleate